CC1OCC1N1N=CC(=C1)B1OC(C(O1)(C)C)(C)C 1-(2-methyloxetan-3-yl)-4-(4,4,5,5-tetramethyl-1,3,2-dioxaborolan-2-yl)-1H-pyrazole